2-(6-chloro-4,5-dimethylpyridazin-3-yl)-5-(trifluoromethyl)phenol ClC1=C(C(=C(N=N1)C1=C(C=C(C=C1)C(F)(F)F)O)C)C